1-(2-(2-ethoxyphenyl)-3-phenylquinolin-6-yl)-3-(2-hydroxybutyl)urea C(C)OC1=C(C=CC=C1)C1=NC2=CC=C(C=C2C=C1C1=CC=CC=C1)NC(=O)NCC(CC)O